5-(7-bromo-3,3-dimethyl-2-oxoindolin-5-yl)-6-methyl-3,6-dihydro-2H-1,3,4-thiadiazin-2-one BrC=1C=C(C=C2C(C(NC12)=O)(C)C)C1=NNC(SC1C)=O